C(=O)(OCC1=CC=CC=C1)N[C@@H](CCCCN)C(=O)O e-carbobenzoxy-L-Lysine